5-Chloro-N-(2-methyl-1,2,3,4-tetrahydroisoquinolin-7-yl)-8-(4-methylpyridin-3-yl)quinazoline-2-Amine ClC1=C2C=NC(=NC2=C(C=C1)C=1C=NC=CC1C)NC1=CC=C2CCN(CC2=C1)C